C1(=CC=CC=C1)[B-](C1=CC=CC=C1)(C1=CC=CC=C1)C1=CC=CC=C1.C1(CCCCC1)[PH+](C=1C=C(C=C(C1)C1=CC=CC=C1)C1=CC=CC=C1)C1CCCCC1 dicyclohexyl-((1,1':3',1''-terphenyl)-5'-yl)phosphonium tetraphenylborate